(2S,3R)-3-((2-aminopyridin-4-yl)methyl)-N2-(1-methyl-1H-imidazol-2-yl)-N1-((R)-1-(2,3-dimethyl-4-fluorophenyl)propyl)-N2-methyl-4-oxoazetidine-1,2-dicarboxamide NC1=NC=CC(=C1)C[C@@H]1[C@H](N(C1=O)C(=O)N[C@H](CC)C1=C(C(=C(C=C1)F)C)C)C(=O)N(C)C=1N(C=CN1)C